2,2-Bis(hydroxymethyl)-5-(piperazin-1-yl)-2,3-dihydro-1,4-benzodioxine OCC1(COC2=C(O1)C=CC=C2N2CCNCC2)CO